(1S,5S)-5-((S)-5H-Imidazo[5,1-a]isoindol-5-yl)-2,2-dimethylcyclopentan-1-ol C=1N=CN2C1C1=CC=CC=C1[C@@H]2[C@@H]2CCC([C@H]2O)(C)C